C1(=CC=CC=C1)C(C1=C(C=CC=C1)O)N1CCNCC1 2-(phenyl-(piperazin-1-yl)methyl)phenol